1-(1-(ethylsulfonyl)azetidin-3-yl)-4-(4,4,5,5-tetramethyl-1,3,2-dioxaborolan-2-yl)-1H-pyrazole C(C)S(=O)(=O)N1CC(C1)N1N=CC(=C1)B1OC(C(O1)(C)C)(C)C